C(CCCCCCCCCC(C)C)P(CCCCCCCCCCC(C)C)(CCCCCCCCCCC(C)C)=O triiso-tridecyl-phosphine oxide